1-((4-((3-methoxybenzyl)(3-morpholinobenzyl)amino)pyridin-2-yl)methyl)piperazine-2,5-dione COC=1C=C(CN(C2=CC(=NC=C2)CN2C(CNC(C2)=O)=O)CC2=CC(=CC=C2)N2CCOCC2)C=CC1